CC(CC1=C(C=CC=C1)C1CCNCC1)(C)NC1=NC(=NC=N1)N1CCOCC1 N-(2-methyl-1-(2-(piperidin-4-yl)phenyl)propan-2-yl)-6-morpholino-1,3,5-triazin-2-amine